O1C(OCC1)C1=CC=CC(=N1)C1=C(N(C)C)C=CC=C1 2-(6-(1,3-dioxolan-2-yl)pyridin-2-yl)-N,N-dimethylaniline